Cl.COC(=O)C1=NC=CC(=C1)CCl 4-(chloromethyl)pyridine-2-carboxylic acid methyl ester hydrochloride